C(C=C)N1C(OC(C1=O)C1=CC=CC=C1)=O 3-allyl-5-phenyloxazolidine-2,4-dione